C(C)(C)N1N=CC(=C1)C1=CC(=CN=N1)N 6-(1-Isopropyl-1H-pyrazol-4-yl)pyridazin-4-amine